FC(N1N=NC2=C1C=C(C(=C2C2=C(C(=CC=C2C)OC)C)NCC2=CC=C(C=C2)OC)C#N)F 1-(difluoromethyl)-4-(3-methoxy-2,6-dimethylphenyl)-5-((4-methoxybenzyl)amino)-1H-benzo[d][1,2,3]triazole-6-carbonitrile